tert-butyl ((4-bromothiazol-2-yl)methyl)carbamate BrC=1N=C(SC1)CNC(OC(C)(C)C)=O